ClC=1C=C(C=CC1Cl)C=1N=C(SC1CC(C)C)C=1C(=C(NC=CC1)CCC(=O)O)CCC(=O)O 3,3'-(4-(3,4-dichlorophenyl)-5-isobutylthiazol-2-ylazepindiyl)dipropionic acid